BrC1=CC=C(CN2C=C(C3=CC(=CC=C23)C2=CC(=NO2)C(=O)O)C#N)C=C1 5-(N-p-bromobenzyl-3-cyanoindol-5-yl)isoxazole-3-carboxylic acid